({2-Chloro-4-[(furan-2-ylmethyl)amino]-7-methoxyquinazolin-6-yl}oxy)acetic acid methyl ester COC(COC=1C=C2C(=NC(=NC2=CC1OC)Cl)NCC=1OC=CC1)=O